methyl-2-(hydroxyimino)acetate COC(C=NO)=O